N-(4-cyano-2-fluorophenyl)-5-(2-fluorophenyl)-1H-pyrrole-3-sulfonamide C(#N)C1=CC(=C(C=C1)NS(=O)(=O)C1=CNC(=C1)C1=C(C=CC=C1)F)F